ClC1=C(C=NC(=C1)C1=CC=NC2=CC(=CC=C12)F)OC[C@](CC(C)C)(N)C (S)-1-((4-chloro-6-(7-fluoroquinolin-4-yl)pyridin-3-yl)oxy)-2,4-dimethyl-pentan-2-amine